2,4-di-tert-butyl-6-nitro-phenol C(C)(C)(C)C1=C(C(=CC(=C1)C(C)(C)C)[N+](=O)[O-])O